NC=1C(=NC=CC1)B(O)O aminopyridylboronic acid